C(C)C=1C(=CC=C2C=C(C=C(C12)C1=C(C=2N=C(N=C(C2C=N1)N1C[C@@H](CCCC1)NC(C)=O)OC[C@]12CCCN2C[C@@H](C1)F)F)O)F N-((R)-1-(7-(8-Ethyl-7-fluoro-3-hydroxynaphthalen-1-yl)-8-fluoro-2-(((2R,7aS)-2-fluorotetrahydro-1H-pyrrolizin-7a(5H)-yl)methoxy)pyrido[4,3-d]pyrimidin-4-yl)azepan-3-yl)acetamide